CC1=C(OC=2C(=CC(NC2)=O)I)C(=CC=C1)C 5-(2,6-dimethylphenoxy)-4-iodopyridin-2(1H)-one